4-(Azetidin-1-yl)-5-bromo-2-cyclobutanoxy-6-tetradecylpyrimidine N1(CCC1)C1=NC(=NC(=C1Br)CCCCCCCCCCCCCC)OC1CCC1